ClC1=C(C=C(C=C1)S(=O)(=O)N)S(=O)(=O)C(F)(F)F 4-chloro-3-(trifluoromethanesulfonyl)benzene-1-sulfonamide